N-(1-(7-((3-(Aminomethyl)Cyclobutyl)Amino)-5,6,7,8-Tetrahydronaphthalen-2-Yl)-2-Oxo-1,2-DihydropyrimidinYl)Piperazine-1-Carboxamide Hydrochloride Salt Cl.NCC1CC(C1)NC1CCC=2C=CC(=CC2C1)N1C(N=C(C=C1)NC(=O)N1CCNCC1)=O